2-(((benzyloxy)carbonyl)amino)ethyl 4-methylbenzenesulfonate CC1=CC=C(C=C1)S(=O)(=O)OCCNC(=O)OCC1=CC=CC=C1